2-PROPEN-1-OL C(C=C)O